tert-Butyl (4-(1-(trifluoromethyl)cyclopropyl)phenyl)carbamate FC(C1(CC1)C1=CC=C(C=C1)NC(OC(C)(C)C)=O)(F)F